FC=1C=CC=2N(C3=CC=C(C=C3C2C1)F)C[C@H](CN1C([C@H](CC1)F)=O)O (S)-1-((R)-3-(3,6-difluoro-9H-carbazol-9-yl)-2-hydroxypropyl)-3-fluoropyrrolidin-2-one